8-(1,5-dimethyl-1H-pyrazol-4-yl)-7-methylimidazo[1,2-c]pyrimidin CN1N=CC(=C1C)C=1C=2N(C=NC1C)C=CN2